8-bromo-6-fluoro-3-iodo-1,3,4,5-tetrahydro-2H-benzo[b]azepin-2-one BrC=1C=C(C2=C(NC(C(CC2)I)=O)C1)F